Triphenylbutanamine C1=CC=C(C=C1)C(CCCN)(C2=CC=CC=C2)C3=CC=CC=C3